(2S,4R)-1-[(2S)-2-(4-cyclopropyltriazol-1-yl)-3,3-dimethyl-butanoyl]-4-hydroxy-N-[2-(3,3,4-trimethylpiperazin-1-yl)ethyl]pyrrolidine-2-carboxamide C1(CC1)C=1N=NN(C1)[C@H](C(=O)N1[C@@H](C[C@H](C1)O)C(=O)NCCN1CC(N(CC1)C)(C)C)C(C)(C)C